1-(4-(4-morpholinyl-6-(5-(morpholinomethyl)thiophen-2-yl)-1,3,5-triazin-2-yl)phenyl)-3-(4H-1,2,4-triazol-4-yl)urea N1(CCOCC1)C1=NC(=NC(=N1)C=1SC(=CC1)CN1CCOCC1)C1=CC=C(C=C1)NC(=O)NN1C=NN=C1